O(P([O-])(=O)OP(=O)([O-])[O-])C\C=C(\C)/CC\C=C(\C)/CCC=C(C)C (Z,Z)-farnesyl diphosphate